ClC1=CC=C(C=C1)[C@]1(CNCC1)NS(=O)(=O)C1=CC=C(C=C1)OC(F)(F)F (R)-N-(3-(4-chlorophenyl)pyrrolidin-3-yl)-4-(trifluoromethoxy)benzenesulfonamide